ethyl 2-[(17S)-19-fluoro-14-(methanesulfonyloxy)-3,20-dimethyl-15-oxo-16-azatetracyclo[16.3.1.1^{9,13}.0^{2,7}]tricosa-1(22),2(7),3,5,9,11,13(23),18,20-nonaen-17-yl]acetate FC1=C2[C@@H](NC(C(C=3C=CC=C(CC=4C=CC=C(C4C(C=C1C)=C2)C)C3)OS(=O)(=O)C)=O)CC(=O)OCC